4-(4-(1-aminoethyl)-8-fluoroquinolin-6-yl)-N-(1-(cyclopropylsulfonyl)piperidin-4-yl)-5-fluoropyrimidin-2-amine NC(C)C1=CC=NC2=C(C=C(C=C12)C1=NC(=NC=C1F)NC1CCN(CC1)S(=O)(=O)C1CC1)F